N[C@@H]1CCCC12CCN(CC2)C=2N=C(C(=NC2CO)C2=C(C(N(C=C2)C)=O)Cl)C (R)-4-(5-(1-amino-8-azaspiro[4.5]decan-8-yl)-6-(hydroxymethyl)-3-methylpyrazin-2-yl)-3-chloro-1-methylpyridin-2(1H)-one